4-[2-(4-aminopiperidin-1-yl)-5-(1H-indazol-5-yl)-1-methyl-6-oxopyrimidin-4-yl]-2-fluorobenzonitrile NC1CCN(CC1)C=1N(C(C(=C(N1)C1=CC(=C(C#N)C=C1)F)C=1C=C2C=NNC2=CC1)=O)C